C(C)(=O)NC1=C(C=CC=C1)B1OC(C(O1)(C)C)(C)C N-acetyl-2-(4,4,5,5-tetramethyl-1,3,2-dioxaborolan-2-yl)aniline